CC1=C(CSC=2NC(C(=C(N2)C2=CC(=C(C(=C2)OC)OC)OC)C#N)=O)C=CC=C1C 2-((2,3-dimethylbenzyl)thio)-6-oxo-4-(3,4,5-trimethoxyphenyl)-1,6-dihydropyrimidine-5-carbonitrile